ethyl 3-(tert-butoxycarbonylamino)-5,5,7-trifluoro-2-oxo-1-[[4-[5-(trifluoromethyl)-2-pyridyl]phenyl]methyl]-3,4-dihydro-1-benzazepine-8-carboxylate C(C)(C)(C)OC(=O)NC1C(N(C2=C(C(C1)(F)F)C=C(C(=C2)C(=O)OCC)F)CC2=CC=C(C=C2)C2=NC=C(C=C2)C(F)(F)F)=O